palmitoamide oxide C(CCCCCCCCCCCCCCC)(=O)[NH2]=O